C(CCCCCCC\C=C/CCCCCCCC)(=O)O.C(CCCCCCC\C=C/CCCCCCCC)(=O)O.O=C[C@H](O)[C@@H](O)[C@H](O)[C@H](O)CO glucose dioleate